C1(CC1)C([C@H](C1=NC2=C(N1)C=CC(=C2F)[C@H](CC(F)F)C(NCC(F)(F)F)=O)NC(=O)C2=NON=C2C)C2CC2 N-[(1R)-2,2-Dicyclopropyl-1-{5-[(1S)-3,3-difluoro-1-(2,2,2-trifluoroethylcarbamoyl)-propyl]-4-fluoro-1H-benzimidazol-2-yl}ethyl]-4-methyl-1,2,5-oxadiazole-3-carboxamide